C(C)(C)(CCCC)I tert-heptyl iodide